[Si](C)(C)(C(C)(C)C)OC(C)C1=CC(=C(C=2C=CN=CC12)C=O)F 8-(1-((tert-Butyldimethylsilyl)oxy)ethyl)-6-fluoroisoquinoline-5-carbaldehyde